(2R,5'S)-1'-((S)-3-cyclopropyl-2-(methylamino)propanoyl)-3-oxo-3,4-dihydrospiro[pyrido[3,2-b][1,4]oxazine-2,3'-pyrrolidine]-5'-carboxamide C1(CC1)C[C@@H](C(=O)N1C[C@]2(C[C@H]1C(=O)N)C(NC1=C(O2)C=CC=N1)=O)NC